5-(1-{[1-(cyanomethyl)cyclopropyl]methyl}-1H-pyrazol-4-yl)-6-(3-methoxycinnolin-7-yl)pyridine-2-carbonitrile C(#N)CC1(CC1)CN1N=CC(=C1)C=1C=CC(=NC1C1=CC=C2C=C(N=NC2=C1)OC)C#N